C[C@@H]1[C@@H](NCCO1)C(F)(F)F (cis)-2-methyl-3-(trifluoromethyl)morpholine